2-(1-((tert-butyldimethylsilyl)oxy)cyclopropyl)-4-carboxypyridine 1-oxide [Si](C)(C)(C(C)(C)C)OC1(CC1)C1=[N+](C=CC(=C1)C(=O)O)[O-]